NC1=NC=2C=C(C=CC2C2=C1C=NN2C)CN(C(=O)C=2C=NC=C(C2)C2CC2)C2=C(C=C(C=C2)F)S(=O)(=O)C N-({4-amino-1-methyl-1H-pyrazolo[4,3-c]quinolin-7-yl}methyl)-5-cyclopropyl-N-(4-fluoro-2-methanesulfonylphenyl)pyridine-3-carboxamide